COC1=C(C(=CC=C1)OC)S(=O)(=O)NC1=NOC2=C1C1=C(CCO1)C(=C2)C2=CC=CC=C2 2,6-dimethoxy-N-(4-phenyl-2,3-dihydrobenzofuro[7,6-d]isoxazol-8-yl)benzenesulfonamide